CNC=1C(=C(C=CC1)C1=CC=CC=C1)C N,2-dimethyl-[1,1'-biphenyl]-3-amine